2-(4-bromo-1H-imidazol-2-yl)ethoxy-tert-butyl-dimethyl-silane BrC=1N=C(NC1)CCO[Si](C)(C)C(C)(C)C